CN1C(N(CC1)C1CC2CN(C1C2)C=2N=NC(=CN2)C(=O)N)=O 3-(6-(3-methyl-2-oxoimidazolin-1-yl)-2-azabicyclo[2.2.1]heptane-2-yl)-1,2,4-triazine-6-carboxamide